4-((3-(piperidin-4-yl)phenyl)amino)cyclohexane-1,3-dione N1CCC(CC1)C=1C=C(C=CC1)NC1C(CC(CC1)=O)=O